CC1=CC=2OCCN(C2N=C1)C1=NC2=CC(=NC=C2C=C1)CN (2-(7-methyl-2,3-dihydro-4H-pyrido[3,2-b][1,4]oxazin-4-yl)-1,6-naphthyridin-7-yl)methylamine